4-[2-(4-benzylpiperidin-1-ium-1-yl)-1-hydroxypropyl]phenol C(C1=CC=CC=C1)C1CC[NH+](CC1)C(C(O)C1=CC=C(C=C1)O)C